Cl.N[C@@H](CC(=O)OC)C Methyl (R)-3-aminobutyrate hydrochloride